2-bromo-4H-thieno[2',3':4,5]pyrrolo[3,2-b]pyridine-6-carboxylic acid methyl ester COC(=O)C=1C=C2C(=NC1)C1=C(N2)C=C(S1)Br